ClC1=C(C=CC=C1Cl)C=1C(N(C(NC1)=O)CCS(=O)(=O)C)=O 5-(2,3-dichlorophenyl)-3-(2-methylsulfonylethyl)-pyrimidine-2,4-dione